tert-butyl hexahydro-terephthalate C(C1CCC(C(=O)[O-])CC1)(=O)OC(C)(C)C